[N+](=[N-])=CC(CC[C@@H](C(=O)OC(C)C)NC([C@H](CC1=CN(C2=CC=CC=C12)C)OC)=O)=O isopropyl (S)-6-diazo-2-((S)-2-methoxy-3-(1-methyl-1H-indol-3-yl)propanamido)-5-oxohexanoate